FC(F)C1=NC(=CC(=C1C(=O)O)C1=CC=NC=C1OC)N1C=NC(=C(C1=O)C)C (difluoromethyl)-6-(4,5-dimethyl-6-oxopyrimidin-1(6H)-yl)-5'-methoxy-[4,4'-bipyridine]-3-carboxylic acid